C(CCC)C1(CS(C2=C(N(C1)C1=CC=C(C=C1)F)C=C(C(=C2)OCC(C(=O)O)OCC)SC)(=O)=O)CC 3-((3-butyl-3-ethyl-5-(4-fluorophenyl)-7-(methylthio)-1,1-dioxido-2,3,4,5-tetrahydro-1,5-benzothiazepin-8-yl)oxy)-2-ethoxypropanoic acid